C(CCC)OC1=C(C=CC(=C1F)F)NC(\C=C\C=1C=CC2=C(N=C(S2)C)C1)=O (E)-N-(2-butoxy-3,4-difluorophenyl)-3-(2-methylbenzo[d]thiazol-5-yl)acrylamide